(S)-7-(2,6-dioxopiperidin-3-yl)-1'-(3-(1-methyl-1H-pyrazol-4-yl)benzyl)-6-oxo-7,8-dihydro-2H,6H-spiro[furo[2,3-e]isoindole-3,4'-piperidine]-5-carbonitrile O=C1NC(CC[C@@H]1N1C(C2=C(C=C3C(=C2C1)OCC31CCN(CC1)CC1=CC(=CC=C1)C=1C=NN(C1)C)C#N)=O)=O